methoxyl-ammonia hydrochloride Cl.O(C)N